1,2,4,5-tetra-ethynylbenzene C(#C)C1=C(C=C(C(=C1)C#C)C#C)C#C